ClC1=C(C2=C(N=N1)SC1=C2C=CN=C1NCC1=CC=C(C=C1)OC)C 3-chloro-N-(4-methoxybenzyl)-4-methylpyrido[4',3':4,5]thieno[2,3-c]pyridazin-8-amine